O-methyl N-propanoylcarbamothioate C(CC)(=O)NC(OC)=S